N4,N6-bis((S)-1-cyclopropylethyl)-2-(6-(trifluoromethyl)pyridin-2-yl)pyrimidine-4,6-diamine C1(CC1)[C@H](C)NC1=NC(=NC(=C1)N[C@@H](C)C1CC1)C1=NC(=CC=C1)C(F)(F)F